C(C)(=O)C1=NN(C2=CC=C(C=C12)C=1C=NC(=NC1)C)CC(=O)N1[C@@H](C[C@H](C1)F)C(=O)NC1=NN(C(=C1)C)CC(F)(F)F (2S,4R)-1-(2-(3-acetyl-5-(2-methylpyrimidin-5-yl)-1H-indazol-1-yl)acetyl)-4-fluoro-N-(5-methyl-1-(2,2,2-trifluoroethyl)-1H-pyrazol-3-yl)pyrrolidine-2-carboxamide